rac-5-(aminomethyl)-5-[oxolan-3-yl]imidazolidine-2,4-dione NCC1(C(NC(N1)=O)=O)C1COCC1